2-(7-((2S,5R)-2,5-diethyl-4-(1-(2-fluoro-4-methylphenyl)ethyl)piperazin-1-yl)-4-methyl-5-oxo-4,5-dihydro-2H-pyrazolo[4,3-b]pyridin-2-yl)acetonitrile C(C)[C@@H]1N(C[C@H](N(C1)C(C)C1=C(C=C(C=C1)C)F)CC)C=1C=2C(N(C(C1)=O)C)=CN(N2)CC#N